C(#N)C1=CC(=C(C=C1)CN(CC(=O)O)C(C(C)OC1=C(C(=CC(=C1)F)F)CC)=O)F 2-[(4-Cyano-2-fluoro-phenyl)methyl-[2-(2-ethyl-3,5-difluoro-phenoxy)propanoyl]amino]acetic acid